dichloro-dimethylsilylamine ClN([SiH](C)C)Cl